3,5-dibromomethyl-toluene BrCC=1C=C(C)C=C(C1)CBr